O=C1NC(CCC1NC=1C=C(CN2CCC(CC2)N2N=C3C=C(C(=CC3=C2)NC(C2=CN=C(C=C2)C(F)(F)F)=O)OC)C=CC1)=O N-(2-(1-(3-((2,6-dioxopiperidin-3-yl)amino)benzyl)piperidin-4-yl)-6-methoxy-2H-indazol-5-yl)-6-(trifluoromethyl)nicotinamide